COCCCNCCC1=CC=C(C=C1)C1=C(C=C(C#N)C=C1)OC1=NC(=NC(=C1)N1CCOCC1)C 4-[4-[2-(3-methoxypropylamino)ethyl]phenyl]-3-(2-methyl-6-morpholin-4-ylpyrimidin-4-yl)oxybenzonitrile